N-(4-(5-fluoro-2,4-dioxo-3,4-dihydropyrimidin-1(2H)-yl)phenyl)behenamide FC=1C(NC(N(C1)C1=CC=C(C=C1)NC(CCCCCCCCCCCCCCCCCCCCC)=O)=O)=O